C(C)(C)(C)NC(C(=O)C1=C(C(=C(N1C)C)C(=O)NC=1C=NC(=C(C1)C)F)Cl)=O 5-(2-(tert-butylamino)-2-oxoacetyl)-4-chloro-N-(6-fluoro-5-methylpyridin-3-yl)-1,2-dimethyl-1H-pyrrole-3-carboxamide